carbonylchlorohydridoruthenium(II) C(=O)=[RuH]Cl